methyl (2S)-3-(2-bromo-1,3-thiazol-4-yl)-2-[(tert-butoxycarbonyl)amino]propanoate BrC=1SC=C(N1)C[C@@H](C(=O)OC)NC(=O)OC(C)(C)C